C(C)N(C(=O)[C@H]1CN(C)[C@@H]2CC3=CNC4=CC=CC(C2=C1)=C34)CC d-Lysergic Acid Diethylamide